NC=1N=C(C2=C(N1)C(=NN2CC2=C(C=C(C(=O)OC)C=C2)OC)C)NCC2CC1(CC1)C2 methyl 4-((5-amino-3-methyl-7-((spiro[2.3]hexan-5-ylmethyl)amino)-1H-pyrazolo[4,3-d]pyrimidin-1-yl)methyl)-3-methoxy-benzoate